FC1(OC2=C(O1)C=CC(=C2)C2=CC=C(C=C2)C=2N=NNC2)F 4-(4-(2,2-difluorobenzo[d][1,3]dioxol-5-yl)phenyl)-1H-1,2,3-triazole